(RS)-N'-(7-chloroquinolin-4-yl)-N,N-diethyl-pentane-1,4-diamine ClC1=CC=C2C(=CC=NC2=C1)N[C@@H](CCCN(CC)CC)C |r|